6-stearylamino-1,3,5-triazine C(CCCCCCCCCCCCCCCCC)NC1=NC=NC=N1